tert-butyl 4-(3-(ethoxycarbonyl)benzofuran-6-yl)piperazine-1-carboxylate C(C)OC(=O)C1=COC2=C1C=CC(=C2)N2CCN(CC2)C(=O)OC(C)(C)C